8-bromo-1-(4-methoxyphenyl)-2-methyl-1H-imidazo[4,5-c]quinoline BrC1=CC=2C3=C(C=NC2C=C1)N=C(N3C3=CC=C(C=C3)OC)C